COC=1C=C(C=CC1OC)NC(=O)N 1-(3,4-dimethoxyphenyl)urea